CN[C@@H](C)C1=CC=CC=C1 (S)-N-methyl-1-phenylethan-1-amine